ClC=1N=C2C(=NC1)N(C=C2C2=NC(=C(C(=N2)N[C@@H]2[C@H](C1CCC2CC1)C(=O)OCC)F)C=1SC=CN1)C(C1=CC=CC=C1)(C1=CC=CC=C1)C1=CC=CC=C1 (2S,3S)-ethyl 3-((2-(2-chloro-5-trityl-5H-pyrrolo[2,3-b]pyrazin-7-yl)-5-fluoro-6-(thiazol-2-yl)pyrimidin-4-yl)amino)bicyclo[2.2.2]octane-2-carboxylate